FC(C1=CC=C(N=N1)OC=1C=CC=2N(C1)N=CC2B2OC(C(O2)(C)C)(C)C)F 6-[6-(difluoromethyl)pyridazin-3-yl]oxy-3-(4,4,5,5-tetramethyl-1,3,2-dioxaborolan-2-yl)pyrazolo[1,5-a]pyridine